C(#N)C=1N=C2C(=CC(N(C2=CC1)C)=O)N1C[C@H](N(C[C@@H]1C)C(=O)OC(C)(C)C)CC tert-butyl (2R,5S)-4-(6-cyano-1-methyl-2-oxo-1,2-dihydro-1,5-naphthyridin-4-yl)-2-ethyl-5-methylpiperazine-1-carboxylate